(2-hydroxyethyl)-phthalimide OCCC1=C2C(C(=O)NC2=O)=CC=C1